Tris(1-chloro-2-propyl) Phosphate P(=O)(OC(CCl)C)(OC(CCl)C)OC(CCl)C